2-(4-tert-butylphenyl)ethyl mercaptan C(C)(C)(C)C1=CC=C(C=C1)CCS